6-bromo-3-[methyl-(2,2,6,6-tetramethylhexahydropyridin-4-yl)amino]-1,2,4-triazine BrC1=CN=C(N=N1)N(C1CC(NC(C1)(C)C)(C)C)C